N-(2-acetyl-isoindolin-5-yl)-5-(1H-imidazol-1-yl)-1H-pyrazolo[3,4-c]pyridine-7-carboxamide C(C)(=O)N1CC2=CC=C(C=C2C1)NC(=O)C=1N=C(C=C2C1NN=C2)N2C=NC=C2